C(CC(C)C)Cl.[Mg] magnesium isopentyl chloride